1,2-Dihydroxyhexan OCC(CCCC)O